N1-methylcyclohexane-1,4-diamine CNC1CCC(CC1)N